FC1=CC=C(C=C1)[C@@H]1N(CCC2=CC=CC=C12)C(=O)[C@H]1OCC(C1)=COC ((S)-1-(4-fluorophenyl)-3,4-dihydroisoquinolin-2(1H)-yl)((S)-4-(methoxymethylene)tetrahydrofuran-2-yl)methanone